C[C@H](CCC(=O)O)[C@H]1CC[C@@H]2[C@@]1(CC[C@H]3[C@H]2[C@H](C[C@@H]4[C@@]3(CCC(=O)C4)C)O)C The molecule is a bile acid that is 5alpha-cholan-24-oic acid carrying an oxo group at position 3 and a hydroxy group at position 7beta. It is a bile acid, a 3-oxo-5alpha-steroid, a 7beta-hydroxy steroid and a member of 5alpha-cholanic acids.